6-chloro-4-{3,8-diazabicyclo[3.2.1]oct-3-yl}-8-fluoro-7-(5-methyl-1H-indazol-4-yl)-2-{[(2S)-1-methylpyrrolidin-2-yl]methoxy}quinazoline ethyl-AcetoAcetate C(C)OC(CC(=O)C)=O.ClC=1C=C2C(=NC(=NC2=C(C1C1=C2C=NNC2=CC=C1C)F)OC[C@H]1N(CCC1)C)N1CC2CCC(C1)N2